COP(OC)(=O)CC([C@H](CC#CC1CC1)C)=O (S)-(+)-(6-cyclopropyl-3-methyl-2-oxohex-5-yn-1-yl)phosphonic acid dimethyl ester